8-oxa-2,11-diazaspiro[5.6]dodecane-1,3-dione C1(NC(CCC12COCCNC2)=O)=O